FC(C(C)(C)O)(F)C=1C(=C(C=CC1)[C@@H](C)NC1=NC(=NC2=CC3=C(C=C12)N(C(C31CCOCC1)=O)C)C)F (R)-4'-((1-(3-(1,1-difluoro-2-hydroxy-2-methylpropyl)-2-fluorophenyl)ethyl)amino)-2',6'-dimethyl-2,3,5,6-tetrahydrospiro[pyran-4,8'-pyrrolo[2,3-g]quinazoline]-7'(6'H)-one